MonoHexyl Ether C(CCCCC)OCCCCCC